4-((2-(((4-(Aminomethyl)pyridin-2-yl)sulfonyl)methyl)-4-phenylpyrrolidin-1-yl)sulfonyl)thiomorpholine 1,1-dioxide 2,2,2-trifluoroacetate FC(C(=O)O)(F)F.NCC1=CC(=NC=C1)S(=O)(=O)CC1N(CC(C1)C1=CC=CC=C1)S(=O)(=O)N1CCS(CC1)(=O)=O